(2S,4S)-tert-butyl 2-((E)-5-(3-chloro-5-cyanophenyl)-4-oxopent-1-en-1-yl)-4-(methoxymethyl)pyrrolidine-1-carboxylate ClC=1C=C(C=C(C1)C#N)CC(C/C=C/[C@H]1N(C[C@H](C1)COC)C(=O)OC(C)(C)C)=O